CC1=C(C=O)C=CC(=C1)NCCO Methyl-N-(2-hydroxyethyl)-4-aminobenzaldehyde